C1(CCCCC1)[C@@H](O)[C@H]1N2C(C3=CC=CC=C13)=CN=C2 (R)-cyclohexyl((s)-5H-imidazo[5,1-a]isoindol-5-yl)methanol